C[C@@H]1OCCN(C1)CC(=O)N 2-((S)-2-methylmorpholino)acetamide